O-(4-formyl-2-methoxy-3-methyl-phenyl) N,N-dimethylcarbamothioate CN(C(OC1=C(C(=C(C=C1)C=O)C)OC)=S)C